Cl.Cl.FC12CC(C1)(C2)CNCC=2NC1=CC(=CC=C1C2)CN [2-[[(3-fluoro-1-bicyclo[1.1.1]pentanyl)methylamino]methyl]-1H-indol-6-yl]methanamine dihydrochloride